COC(\C(=C/C=1C2=C(SC1)C(=CC=C2)C#N)\C(=O)C2CC2)=O (Z)-3-(7-Cyanobenzo[b]thiophen-3-yl)-2-(cyclopropanecarbonyl)acrylic acid methyl ester